(2s,4S)-2-(((R)-6-chloro-1-((4-chloro-1-methyl-1H-pyrazol-5-yl)methyl)-4-fluoro-3-oxoisoindolin-2-yl)methyl)-5-oxa-7-azaspiro[3.4]octan-6-one ClC1=CC(=C2C(N([C@@H](C2=C1)CC1=C(C=NN1C)Cl)CC1CC2(C1)OC(NC2)=O)=O)F